ClC1=C2C(OC3(C2=CC=C1)C(NC1=CC(=CC=C13)C(F)(F)F)=O)=O chloro-6-(trifluoromethyl)-3'H-spiro[indoline-3,1'-isobenzofuran]-2,3'-dione